FC=1C(=CC2=C(N(C(N2C)=O)C)C1)S(=O)(=O)NC1(CC1)C 6-fluoro-1,3-dimethyl-N-(1-methylcyclopropyl)-2-oxo-benzimidazole-5-sulfonamide